4-bromo-2-[(4-methylphenyl)dioxy-λ6-thio]-5-(2-methylpropan-2-yl)pyrazol-3-amine BrC1=C(N(N=C1C(C)(C)C)[SH4]OOC1=CC=C(C=C1)C)N